C1(CC1)C(=O)NC1=NC=C(C(=O)O)C(=C1)NC1=CC=C2C=CN(C2=C1OC)C([2H])([2H])[2H] 6-(Cyclopropanecarboxamido)-4-((7-methoxy-1-(methyl-d3)-1H-indol-6-yl)amino)nicotinic acid